C(C1=CC(=CC(=C1O)N1N=C2C(=N1)C=CC=C2)C(C)(CC(C)(C)C)C)C2=CC(=CC(=C2O)N2N=C1C(=N2)C=CC=C1)C(C)(CC(C)(C)C)C 6,6'-methylenebis(2-(2H-benzo[d][1,2,3]triazol-2-yl)-4-(2,4,4-trimethylpentan-2-yl)phenol)